2-(3-fluoro-2-methoxy-5-(1-methylcyclopropyl)phenyl)-2-((R)-3-((5-(4-methoxy-5,6,7,8-tetrahydro-1,8-naphthyridin-2-yl)pentyl)oxy)pyrrolidin-1-yl)acetic acid FC=1C(=C(C=C(C1)C1(CC1)C)C(C(=O)O)N1C[C@@H](CC1)OCCCCCC1=NC=2NCCCC2C(=C1)OC)OC